[(E,1R)-1-methyl-3-methylsulfonyl-allyl]amine C[C@H](\C=C\S(=O)(=O)C)N